ClC=1C(=NC=C(C1)CC#N)N(C(=O)OC(C)(C)C)C(=O)OC(C)(C)C 2-methylpropan-2-yl {[3-chloro-5-(cyanomethyl)pyridin-2-yl]{[(2-methylpropan-2-yl)oxy]carbonyl}amino}methanoate